tert-butyl (3-(2-bromo-3-oxopentanoyl)-6-methylpyrazin-2-yl)glycinate BrC(C(=O)C=1C(=NC(=CN1)C)NCC(=O)OC(C)(C)C)C(CC)=O